7-(1-(2-fluoro-4-methylpyridin-3-yl)piperidin-4-yl)-3-methyl-5-((3-(trifluoromethyl)pyrazin-2-yl)methyl)pyrido[2,3-b]pyrazin-6(5H)-one FC1=NC=CC(=C1N1CCC(CC1)C1=CC=2C(=NC(=CN2)C)N(C1=O)CC1=NC=CN=C1C(F)(F)F)C